C(=O)(O)C1=CC(=NC=C1)C1=NC=CC(=C1)C(=O)O 4,4'-dicarboxybipyridine